C1=C(CCC2=CC=CC=C12)C1=CC=CC(=N1)C1=CCN(CC1)C(=O)OC(C)(C)C tert-butyl 6-(3,4-dihydronaphthalen-2-yl)-5',6'-dihydro-[2,4'-bipyridine]-1'(2'H)-carboxylate